ethyl 3-(3-bromo-benzylamino)-propionate BrC=1C=C(CNCCC(=O)OCC)C=CC1